O.[Hf] hafnium water